5-(difluoromethoxy)-6-[4-(pyrazolo[1,5-a]pyrimidine-3-carbonylamino)-1H-pyrazol-3-yl]benzothiophene-2-carboxylic acid methyl ester COC(=O)C=1SC2=C(C1)C=C(C(=C2)C2=NNC=C2NC(=O)C=2C=NN1C2N=CC=C1)OC(F)F